diethylene glycol monomyristate C(CCCCCCCCCCCCC)(=O)OCCOCCO